N'-[4-[tert-butyl(dimethyl)silyl]oxy-2-(1-methylethyl)phenyl]-6-(6-methoxy-4-methyl-3-pyridyl)-4-[[(3S)-tetrahydrofuran-3-yl]amino]pyrrolo[1,2-b]pyridazine-3-carboxamidine [Si](C)(C)(C(C)(C)C)OC1=CC(=C(C=C1)N=C(N)C1=C(C=2N(N=C1)C=C(C2)C=2C=NC(=CC2C)OC)N[C@@H]2COCC2)C(C)C